4-[(1S)-1-({[5-chloro-2-(2,6-difluorophenoxy)pyridin-3-yl]carbonyl}amino)ethyl]benzoic acid ClC=1C=C(C(=NC1)OC1=C(C=CC=C1F)F)C(=O)N[C@@H](C)C1=CC=C(C(=O)O)C=C1